NC=1C2=C(N=CN1)N(C(=C2C2=CC=C(C=C2)OC2=NC=C(C=N2)Cl)C2CN(CC2)C(C=C)=O)C 1-(3-(4-amino-5-(4-((5-chloropyrimidin-2-yl)oxy)phenyl)-7-methyl-7H-pyrrolo[2,3-d]pyrimidin-6-yl)pyrrolidin-1-yl)prop-2-en-1-one